C(#N)C1=NC(=NC(=C1)C)N1CCN(CC1)S(=O)(=O)C=1C=C2CCN(C2=CC1)C(=O)C=1N(C=CN1)NS(=O)(=O)C N-(2-(5-((4-(4-cyano-6-methylpyrimidin-2-yl)piperazin-1-yl)sulfonyl)indoline-1-carbonyl)-1H-imidazol-1-yl)methanesulfonamide